Ethyl (Z)-5-(pivaloyloxy)-2-[1-(tributylstannyl)ethylidene]pentanoate C(C(C)(C)C)(=O)OCCC/C(/C(=O)OCC)=C(\C)/[Sn](CCCC)(CCCC)CCCC